tetrafluorotetracyanoquinoline methyl-6-((2-amino-2-oxoethyl)carbamoyl)-3-(9-((4-(aminomethyl)-2-methylphenyl)carbamoyl)-4,5-dihydrobenzo[b]thieno[2,3-d]oxepin-8-yl)picolinate COC(C1=NC(=CC=C1C=1C(=CC2=C(OCCC3=C2SC=C3)C1)C(NC1=C(C=C(C=C1)CN)C)=O)C(NCC(=O)N)=O)=O.FC1(C(C(N(C3=CC=CC(=C13)C#N)F)(C#N)F)(C#N)F)C#N